(1S,2S)-2-amino-3,3-difluoro-cycloheptanol N[C@H]1[C@H](CCCCC1(F)F)O